COC1=C(C(=CC=C1)OC)OCCNCC2COC3=CC=CC=C3O2 The molecule is a benzodioxine that is 2,3-dihydro-1,4-benzodioxine bearing a [(2',6'-dimethoxyphenoxy)ethylamino]methyl group at position 2. An alpha1A-adrenergic selective antagonist. It has a role as an alpha-adrenergic antagonist. It is a benzodioxine, a secondary amino compound and an aromatic ether. It is a conjugate base of a N-(2,3-dihydro-1,4-benzodioxin-2-ylmethyl)-2-(2,6-dimethoxyphenoxy)ethanaminium(1+).